C1(C(CC1)C(=O)N)C(=O)N cyclobutane-1,2-dicarboxamide